ClC1=CC=C(C=N1)C1=NOC(=C1CN1N=CC(=CC1=O)N1CC(C1)O[C@@H](C(F)(F)F)C)C |o1:25| (R or S)-2-((3-(6-chloropyridin-3-yl)-5-methylisoxazol-4-yl)methyl)-5-(3-((1,1,1-trifluoropropan-2-yl)oxy)azetidin-1-yl)pyridazin-3(2H)-one